CN1C(=CC=C1)C(=O)[O-] 1-methyl-1H-pyrrol-2-carboxylat